OC1(CCC(CC1)N1N=C2C=C(C(=CC2=C1)NC(=O)C1=[N+](C(=CC=C1)C)[O-])N(C)C)C 2-((2-(cis-4-hydroxy-trans-4-methylcyclohexyl)-6-dimethylamino-2H-indazol-5-yl)carbamoyl)-6-methylpyridine 1-oxide